5-p-hydroxyphenyl-1,4-pentadien-3-one OC1=CC=C(C=C1)C=CC(C=C)=O